C(=O)(O)C=1C=C(C(=NC1)F)B(O)O 5-carboxy-2-fluoropyridine-3-boronic acid